BrCC1(CCN(CC1)C(=O)OC(C)(C)C)F tert-butyl 4-(bromomethyl)-4-fluoropiperidine-1-carboxylate